Ethyl 2-[[4-[6-[(6-bromo-3-pyridyl)methoxy]-2-pyridyl]-2,5-difluorophenyl]methyl]-7-fluoro-3-[[(2S)-oxetan-2-yl]methyl]benzimidazole-5-carboxylate BrC1=CC=C(C=N1)COC1=CC=CC(=N1)C1=CC(=C(C=C1F)CC=1N(C2=C(N1)C(=CC(=C2)C(=O)OCC)F)C[C@H]2OCC2)F